FC=1C(=C(C=C(C1)C(C)C)[C@@H](C(=O)O)N1C[C@@H](CC1)OCCCCCC1=NC=2NCCCC2C=C1OC)OC (S)-2-(3-fluoro-5-isopropyl-2-methoxyphenyl)-2-((R)-3-((5-(3-methoxy-5,6,7,8-tetrahydro-1,8-naphthyridin-2-yl)pentyl)oxy)pyrrolidin-1-yl)acetic acid